[SiH3]N1[SiH2]N([SiH2]N([SiH2]1)[SiH3])[SiH3] N,N',N''-trisilylcyclotrisilazane